[Be].OC1=C(C=CC=C1)C1=NC=CC=C1.OC1=C(C=CC=C1)C1=NC=CC=C1 di(2-hydroxyphenylpyridine) beryllium